ethyl (6-hydroxy-3'-methyl-4-(2-methyloctan-2-yl)-[1,1'-biphenyl]-2-yl) benzylphosphonate C(C1=CC=CC=C1)P(OCC)(OC1=C(C(=CC(=C1)C(C)(CCCCCC)C)O)C1=CC(=CC=C1)C)=O